1-(4-chlorophenyl)-3,3-bis(ethylsulfanyl)prop-2-en-1-one ClC1=CC=C(C=C1)C(C=C(SCC)SCC)=O